C(C(=C)C)(=O)OC(CSC=1SC(=NN1)SC)CCCC 2-methacryloxy-n-hexylthio-5-methylthio-1,3,4-thiadiazole